FC1=C2C=CN(C2=C(C=C1)C)C1=CC(=CC=C1)N1CCNC(CC1)=O 4-fluoro-7-methyl-N-(3-(5-oxo-1,4-diazepan-1-yl)phenyl)-1H-indole